COC1=CC(=CC=2C=CSC21)C(=O)OC methyl 7-methoxy-1-benzothiophene-5-carboxylate